C(#C)[SiH2][SiH2][SiH3] ethynyl-trisilane